4-(3-azido-1-(benzothiazol-2-yl)-1-hydroxybut-3-en-1-yl)benzonitrile N(=[N+]=[N-])C(CC(O)(C=1SC2=C(N1)C=CC=C2)C2=CC=C(C#N)C=C2)=C